OC(CNC)C 2-hydroxy-1-(methylamino)propan